COC(C1=NC=2NCCCC2C=C1CN(C(C)=O)C[C@@H]1OCCC1)OC (R)-N-((2-(dimethoxymethyl)-5,6,7,8-tetrahydro-1,8-naphthyridin-3-yl)methyl)-N-((tetrahydrofuran-2-yl)methyl)acetamide